3-methyl-phthalimide CC1=C2C(C(=O)NC2=O)=CC=C1